N-(4-(5,6-dimethoxy-1H-benzo[d][1,2,3]triazol-1-yl)-2,5-difluorobenzyl)sulfamide COC1=CC2=C(N(N=N2)C2=CC(=C(CNS(=O)(=O)N)C=C2F)F)C=C1OC